NC1=CC=C(C=N1)C1=CC2=C(N=C(O2)C=C(C(=O)NC2(CC2)C#N)NC(=O)C=2N(N=C(C2)C2(CC2)C)C2CC2)C=C1 (2S)-3-[6-(6-aminopyridin-3-yl)-1,3-benzoxazol-2-yl]-N-(1-cyanocyclopropyl)-2-{[2-cyclopropyl-5-(1-methylcyclopropyl)pyrazol-3-yl]formamido}propenamide